trichlorocopper Cl[Cu](Cl)Cl